4-cyano[(dodecylsulfanylthiocarbonyl)sulfanyl]pentanoic acid C(#N)C(CC(C(=O)O)SC(=S)SCCCCCCCCCCCC)C